ClC1=CC=CC=2OC(OC(C21)C)=O 5-chloro-4-methyl-4H-1,3-benzodioxin-2-one